ammonium ((((2R,5R)-4-fluoro-5-(5-methyl-2,4-dioxo-3,4-dihydropyrimidin-1(2H)-yl)-2,5-dihydrofuran-2-yl) oxy) methyl) phosphonate P(OCO[C@H]1O[C@H](C(=C1)F)N1C(NC(C(=C1)C)=O)=O)([O-])=O.[NH4+]